Cl.BrC=1C(=C(C=CC1)C(C)N(CCN)C1CC1)F N1-(1-(3-bromo-2-fluorophenyl)ethyl)-N1-cyclopropylethane-1,2-diamine hydrochloride